C(C)(C)(C)OC(=O)NS(=O)(=O)NCC1(CC1)C1CCNCC1 4-(1-(((N-(tert-butoxycarbonyl)sulfamoyl)amino)methyl)cyclopropyl)piperidine